(S)-ethyl 3-(4-(N'-(4'-acetoxy-6-methoxybiphenylcarbonyloxy)carbamimidoyl)phenyl)-2-(tert-butoxycarbonylamino)propanoate C(C)(=O)OC1=CC=C(C=C1)C=1C(=CC=CC1OC)C(=O)ON=C(N)C1=CC=C(C=C1)C[C@@H](C(=O)OCC)NC(=O)OC(C)(C)C